3-FLUORO-1-METHYL-1H-PYRROLE-2-BORONIC ACID FC1=C(N(C=C1)C)B(O)O